2,4,6-trimercapto-triazine-ethanedithiol SN1NC(=CC(N1)(CC(S)S)S)S